3-(2,6-difluoro-3,5-dimethoxyphenyl)-7-(1,3-dimethyl-1H-pyrazol-4-yl)-1-((5-ethylisoxazol-3-yl)methyl)-3,4-dihydropyrido[4,3-d]pyrimidin-2(1H)-one FC1=C(C(=C(C=C1OC)OC)F)N1C(N(C2=C(C1)C=NC(=C2)C=2C(=NN(C2)C)C)CC2=NOC(=C2)CC)=O